Cl.N[C@H]1CN(CC[C@@H]2N(C1=O)[C@@H](CC2)C(=O)OC)C(CC(C)C)=O methyl (5S,8S,10aR)-5-amino-3-(3-methylbutanoyl)-6-oxodecahydropyrrolo[1,2-a][1,5]diazocine-8-carboxylate hydrochloride